C(C)C(C(=O)[O-])CCCC.C1(CCCCC1)N1C=[N+](C=C1)C1CCCCC1 1,3-dicyclohexylimidazolium 2-ethylhexanoate